N-(tetrahydro-2H-pyran-4-yl)benzamide hydrate O.O1CCC(CC1)NC(C1=CC=CC=C1)=O